C1(=CC=CC=C1)[S+](C1=CC=C(C=C1)[SH+]C1=CC=C(C=C1)[S+](C1=CC=CC=C1)C1=CC=CC=C1)C1=CC=CC=C1 bis[4-(diphenylsulfonio)phenyl]sulfonium